(R)-8,11,11-Trifluoro-N-(4-fluoro-3-(trifluoromethyl)phenyl)-3,4,8,9,10,11-hexahydro-1H-pyrido[4',3':3,4]pyrazolo[1,5-a]azepine-2(7H)-carboxamide F[C@@H]1CCC(C=2N(C1)N=C1C2CN(CC1)C(=O)NC1=CC(=C(C=C1)F)C(F)(F)F)(F)F